7-((1-acryloyl-3-(3-chloro-2-methylphenyl)azetidin-3-yl)amino)-2-((tetrahydro-2H-pyran-4-yl)methyl)isoquinolin-1(2H)-one C(C=C)(=O)N1CC(C1)(C1=C(C(=CC=C1)Cl)C)NC1=CC=C2C=CN(C(C2=C1)=O)CC1CCOCC1